[Ru]=O ruthenium-oxide